BrC=1C(=C2C(=NC1)NC(=N2)C2=CC=C(C=C2)N2CCN(CC2)C(COC)=O)NC2CCN(CC2)C 6-Bromo-2-{4-[4-(methoxyacetyl)piperazin-1-yl]phenyl}-N-(1-methylpiperidin-4-yl)-3H-imidazo[4,5-b]pyridin-7-amine